2,4,6-trihydroxybenzoate OC1=C(C(=O)[O-])C(=CC(=C1)O)O